(1R,2R,3S,6S,7S)-4-[(2S)-2-amino-3,3-dimethylbutanoyl]-10-oxo-4-azatricyclo[5.2.1.0^{2,6}]dec-8-ene-3-carboxylic acid N[C@H](C(=O)N1[C@@H]([C@H]2[C@H]3C=C[C@@H]([C@H]2C1)C3=O)C(=O)O)C(C)(C)C